FC(CN1C(C(=CC(=C1)CN1CCCCC1)C(=O)NC1=CC(=CC=C1)C(CC1=NN=CN1C)(C)C)=O)F 1-(2,2-Difluoroethyl)-N-(3-(2-methyl-1-(4-methyl-4H-1,2,4-triazol-3-yl)propan-2-yl)phenyl)-2-oxo-5-(piperidin-1-ylmethyl)-1,2-dihydropyridine-3-carboxamide